3-[6-[2-cyano-3-[[ethyl(methyl)sulfamoyl]amino]-6-fluoro-phenoxy]-3-quinolyl]-8-[2-[4-[4-[(2,6-dioxo-3-piperidyl)amino]-2-fluoro-phenyl]-1-piperidyl]acetyl]-1-oxa-8-azaspiro[4.5]decane C(#N)C1=C(OC=2C=C3C=C(C=NC3=CC2)C2COC3(C2)CCN(CC3)C(CN3CCC(CC3)C3=C(C=C(C=C3)NC3C(NC(CC3)=O)=O)F)=O)C(=CC=C1NS(N(C)CC)(=O)=O)F